Cl.FC=1C=C(C=CC1)SC=1C=C2CCC=C(C2=CC1)CN {6-[(3-fluorophenyl)thio]-3,4-dihydro-naphthalen-1-yl}methylamine, hydrochloride